N-[(3R)-1-Ethyl-3-piperidyl]-5-methyl-6-[2-(2-trimethylsilylethoxymethoxy)-3-bicyclo[4.2.0]octa-1(6),2,4-trienyl]-1,2,4-triazin-3-amine C(C)N1C[C@@H](CCC1)NC=1N=NC(=C(N1)C)C1=C(C=2CCC2C=C1)OCOCC[Si](C)(C)C